sodium 3-hydroxynaphthalene-2-carboxylate OC=1C(=CC2=CC=CC=C2C1)C(=O)[O-].[Na+]